BrC1=C2OCC(N3C(=NC(C(=C1)F)=C32)C(C)O)C 1-(6-Bromo-8-fluoro-3-methyl-3,4-dihydro-5-oxa-1,2a-diazaacenaphthylene-2-yl)ethane-1-ol